Cl.C1=CC=CC=2C3=CC=CC=C3C(C12)COC(=O)N[C@@H](CCCCN(C)C)C(=O)O N2-(((9H-fluoren-9-yl)methoxy)carbonyl)-N6,N6-dimethyl-L-lysine hydrochloride